(S,E)-N-Benzyl-2-((3-(4-fluorophenyl)acryloyl)oxy)-N-(2-hydroxyethyl)ethan-1-amine oxide C(C1=CC=CC=C1)[N@@+](CCOC(\C=C\C1=CC=C(C=C1)F)=O)(CCO)[O-]